O1C(=CC=C1)C=1OC2N=C(N=C(C2N1)N)S(=O)(=O)C 2-(furan-2-yl)-5-(methylsulfonyl)-3a,7a-dihydrooxazolo[5,4-d]pyrimidin-7-amine